3-(diethoxy-phosphoryloxy)-3H-benzo[d][1,2,3]triazin C(C)OP(=O)(ON1NN=C2C(=C1)C=CC=C2)OCC